FC=1C=C(C=C(C1)F)C1=CC(=CC=C1)C[C@@H]1N(CC([C@@H]1NS(=O)(=O)C)(F)F)C(=O)C1(CC1)C N-[(2S,3R)-2-[(3',5'-difluoro[1,1'-biphenyl]-3-yl)methyl]-4,4-difluoro-1-(1-methyl-cyclopropane-1-carbonyl)pyrrolidin-3-yl]-methanesulfonamide